1,4-dimethyl-9H-carbazole CC1=CC=C(C=2C3=CC=CC=C3NC12)C